tert-butyl [2-({4-[3-(4-fluoroanilino)-4-oxo-4,5,6,7-tetrahydro-1H-pyrrolo[3,2-c]pyridin-2-yl]pyridin-3-yl}oxy)ethyl]methylcarbamate FC1=CC=C(NC2=C(NC3=C2C(NCC3)=O)C3=C(C=NC=C3)OCCN(C(OC(C)(C)C)=O)C)C=C1